COC1=C2C=CC(OC2=CC=C1C(=O)NC1=CC=C2C(=NN(C2=C1)CCN1CCN(CC1)C)C)(C)C 5-methoxy-2,2-dimethyl-N-(3-methyl-1-(2-(4-methylpiperazin-1-yl)ethyl)-1H-indazol-6-yl)2H-chromen-6-carboxamide